naphthalen-2-yl dimethylcarbamate trifluoroacetate FC(C(=O)O)(F)F.CN(C(OC1=CC2=CC=CC=C2C=C1)=O)C